C(C)(C)(C)OC(=O)N[C@@H](CC(=O)O)CO[Si](C1=CC=CC=C1)(C1=CC=CC=C1)C(C)(C)C (S)-3-((tert-butoxycarbonyl)amino)-4-((tert-butyldiphenylsilyl)oxy)butanoic acid